C(C1=CC=CC=C1)C=1OC2=C(N1)C=CC=C2 2-benzyl-benzo[d]oxazole